3-(4-(5-chloro-1H-indazol-6-yl)piperidin-1-yl)oxetane-3-carbonitrile ClC=1C=C2C=NNC2=CC1C1CCN(CC1)C1(COC1)C#N